C(#N)C1=CC(=C(OCC2=CC=CC(=N2)OC2CCN(CC2)CC2=NC3=C(N2C[C@H]2OCC2)C=C(C=C3F)C(=O)O)C=C1)F (S)-2-((4-((6-((4-cyano-2-fluorophenoxy)methyl)pyridine-2-yl)oxy)piperidin-1-yl)methyl)-4-fluoro-1-(oxetan-2-ylmethyl)-1H-benzo[d]imidazole-6-carboxylic acid